C(C)(C)(C)C1N(CCCN(C1)C1=NC=NC2=CC(=C(C=C12)OC)O)C(=O)O Tert-butyl-4-(7-hydroxy-6-methoxyquinazolin-4-yl)-1,4-diazepan-1-carboxylic acid